GLUTARALDeHYDE C(CCCC=O)=O